tert-Butyl piperidin-4-ylcarbamat N1CCC(CC1)NC(OC(C)(C)C)=O